CC1CC=2N(CC1)N=CC2N 5-methyl-4,5,6,7-tetrahydropyrazolo[1,5-a]pyridin-3-amine